O[C@H]1CC[C@H]2[C@@H]3[C@@H](CC=4C=C(C=CC4[C@H]3CC[C@]12C)B(O)O)CCCCCCCCCS(=O)CCCC(C(F)(F)F)(F)F ((7R,8R,9S,13S,14S,17S)-17-hydroxy-13-methyl-7-(9-((4,4,5,5,5-pentafluoropentyl)sulfinyl)nonyl)-7,8,9,11,12,13,14,15,16,17-decahydro-6H-cyclopenta[a]phenanthren-3-yl)boronic acid